3β,7β,12β-trihydroxy-5β-cholane O[C@@H]1C[C@H]2C[C@@H]([C@H]3[C@@H]4CC[C@H]([C@@H](CCC)C)[C@]4([C@@H](C[C@@H]3[C@]2(CC1)C)O)C)O